acetic acid 4-methoxybutyl-(4-methoxybutyl-acetate) COCCCCOC(CCCCCOC)=O.C(C)(=O)O